(p-formyl-phenyl)benzene tert-Butyl-8-methyl-7-(N-methylacrylamido)-3,4-dihydroisoquinoline-2(1H)-carboxylate C(C)(C)(C)OC(=O)N1CC2=C(C(=CC=C2CC1)N(C(C=C)=O)C)C.C(=O)C1=CC=C(C=C1)C1=CC=CC=C1